BrC=1C=C(C=CC1)C1(CCC1)NC(C(=O)O)=O 2-((1-(3-bromophenyl)cyclobutyl)amino)-2-oxoacetic acid